[6-(tert-butoxycarbonyl amino)-4-methyl-5-oxo-7,8-dihydro-6H-pyrazolo[1,5-a][1,3]diazepin-2-yl]ethyl methanesulfonate CS(=O)(=O)OCCC1=NN2C(N(C(C(CC2)NC(=O)OC(C)(C)C)=O)C)=C1